C(CC)C=1C(=C(C(=C(C1)O)CCC)CCC)CCC tetra-n-propylphenol